maleic acid, monoglycidyl ester C(\C=C/C(=O)[O-])(=O)OCC1CO1